8-[[2-(4-Chloro-2,6-dimethyl-phenyl)acetyl]amino]-1,4-dioxaspiro[4.5]decan ClC1=CC(=C(C(=C1)C)CC(=O)NC1CCC2(OCCO2)CC1)C